2-[[2-chloro-4-(trifluoromethyl)phenoxy]methyl]-α-(methoxymethylene)benzene-acetate ClC1=C(OCC2=C(C=CC=C2)C(C(=O)[O-])=COC)C=CC(=C1)C(F)(F)F